C1=CC=CC=2C3=CC=CC=C3C(C12)COC(=O)N[C@@H](CC1=CC=C(C=C1)OC(C)(C)C)C(=O)O 9-fluorenylmethoxycarbonyl-O-tert-butyl-L-tyrosine